3,4-dihydro-2-[3-[(2-pentylnonyl)oxy]-2-(sulfooxy)propyl]isoquinolinium Tert-butyl-(3S)-pyrrolidin-3-ylcarbamate C(C)(C)(C)N(C([O-])=O)[C@@H]1CNCC1.C(CCCC)C(COCC(C[N+]1=CC2=CC=CC=C2CC1)OS(=O)(=O)O)CCCCCCC